5-((3-(4-chlorophenyl)-1,2,4-oxadiazol-5-yl)amino)pyridinecarbonitrile ClC1=CC=C(C=C1)C1=NOC(=N1)NC=1C=CC(=NC1)C#N